N-[6-(2,2-difluoroethoxy)-5-fluoro-2-methoxy-3-pyridyl]-5,6,7,8-tetrahydroimidazo[1,2-a]pyridine-3-sulfonamide FC(COC1=C(C=C(C(=N1)OC)NS(=O)(=O)C1=CN=C2N1CCCC2)F)F